C(C)(=O)OCC\C=C/CC cis-3-hexenyl cis-acetate